O=C1CC[C@@H](N1)C(=O)OC methyl (R)-5-oxopyrrolidine-2-carboxylate